benzo[c]cinnolinedicarboxaldehyde C=1(C(=CC=C2N=NC=3C=CC=CC3C21)C=O)C=O